8-((2-chlorothiazol-5-yl)methyl)-3-cyclopentylpyrido[2,3-d]pyrimidine-2,4(3H,8H)-dione ClC=1SC(=CN1)CN1C=CC=C2C1=NC(N(C2=O)C2CCCC2)=O